CN1C(N(C2=C1C=C(C=C2)S(NC2(CC2)C)(=O)=O)CC2=CC=C(C=C2)NC(C)=O)=O N-[4-[[3-methyl-5-[(1-methylcyclopropyl)sulfamoyl]-2-oxo-benzoimidazol-1-yl]methyl]phenyl]acetamide